N-isopentylbenzoisothiazolin-3-one C(CC(C)C)N1SC2=C(C1=O)C=CC=C2